N1(C=NC=C1)C(C)C=1C(=C(C(=C2C=NNC12)C=1N=CC=2N(C1)C=C(N2)NC(=O)C2C(C2)F)Cl)F N-(6-(7-(1-(1H-imidazol-1-yl)ethyl)-5-chloro-6-fluoro-1H-indazol-4-yl)imidazo[1,2-a]pyrazin-2-yl)-2-fluorocyclopropane-1-carboxamide